FC=1C=C(C=CC1)C(C)C1=CN=C(S1)N 5-(1-(3-fluorophenyl)ethyl)thiazol-2-amine